(4-(2,4-difluorophenoxy)phenyl)-3-oxopropanamide FC1=C(OC2=CC=C(C=C2)C(C(=O)N)C=O)C=CC(=C1)F